3-((1-((2s,4r)-4-amino-2-phenylpiperidin-1-carbonyl)piperidin-4-yl)methyl)-6-phenylpyrimidin-4(3H)-one N[C@H]1C[C@H](N(CC1)C(=O)N1CCC(CC1)CN1C=NC(=CC1=O)C1=CC=CC=C1)C1=CC=CC=C1